N-((3-fluorooxetan-3-yl)methyl)-5-(quinolin-6-yl)pyrrolo[2,1-f][1,2,4]triazin-2-amine FC1(COC1)CNC1=NN2C(C=N1)=C(C=C2)C=2C=C1C=CC=NC1=CC2